1-[(1R,2R)-2-methoxycyclohexyl]pyrrole-3-carboxylic acid CO[C@H]1[C@@H](CCCC1)N1C=C(C=C1)C(=O)O